7-(1-(1-cyclohexyl-3-(difluoromethyl)-1H-pyrazol-4-yl)-1H-1,2,3-triazol-4-yl)-N-(4,4-difluoropyrrolidin-3-yl)pyrrolo[1,2-b]pyridazine-3-formamide C1(CCCCC1)N1N=C(C(=C1)N1N=NC(=C1)C1=CC=C2N1N=CC(=C2)C(=O)NC2CNCC2(F)F)C(F)F